NC1=C(N=CC(=N1)CC1=C(C=C2[C@](NC(NC2=C1)=O)(C(F)(F)F)C#CC1CC1)F)CO (S)-7-((6-amino-5-(hydroxymethyl)pyrazin-2-yl)methyl)-4-(cyclopropylethynyl)-6-fluoro-4-(trifluoromethyl)-3,4-dihydroquinazolin-2(1H)-one